butyl {[(1r,4r)-4-acetylcyclohexyl]methyl}carbamate C(C)(=O)C1CCC(CC1)CNC(OCCCC)=O